N-(3-((1r,4s)-4-aminocyclohexyl)propyl)-6-(2,6-dimethylmorpholino)-2-methylpyridin-3-amine NC1CCC(CC1)CCCNC=1C(=NC(=CC1)N1CC(OC(C1)C)C)C